OC1=CC=C(C[C@@H]2C(N3C(N(O2)C(=O)OCCCCC)CN(C([C@@H]3CC3=CC=C(C=C3)O)=O)[C@H](C(NCCC3=CC=CC=C3)=O)CC3=CC=C(C=C3)O)=O)C=C1 pentyl (3R,6S)-3,6-bis(4-hydroxybenzyl)-8-((S)-3-(4-hydroxyphenyl)-1-oxo-1-(phenethylamino)propan-2-yl)-4,7-dioxohexahydropyrazino[2,1-c][1,2,4]oxadiazine-1(6H)-carboxylate